diphenyl ether tetra-formate C(=O)O.C(=O)O.C(=O)O.C(=O)O.C1(=CC=CC=C1)OC1=CC=CC=C1